6-(4-chloro-1-(4-isopropylbenzyl)-1H-indazole-7-carboxamido)spiro[3.3]heptane-2-carboxylic acid ClC1=C2C=NN(C2=C(C=C1)C(=O)NC1CC2(CC(C2)C(=O)O)C1)CC1=CC=C(C=C1)C(C)C